8-chloro-1,3-dimethyl-7-(2-phenyl-4,5-dihydro-oxazol-4-yl)-3,7-dihydro-1H-purine-2,6-dione ClC1=NC=2N(C(N(C(C2N1C1N=C(OC1)C1=CC=CC=C1)=O)C)=O)C